C(CCC(=O)O[C@H]1[C@@H]([C@H]([C@@H]([C@H](O1)C(=O)[O-])O)O)O)C/C=C\\C[C@H](/C=C/C=C/C=C\\[C@H](CCCC(=O)[O-])O)O The molecule is a leukotriene anion obtained by deprotonation of the carboxylic acid functions of 20-hydroxy-20-oxoleukotriene B4-20-(beta-D-glucuronide); major species at pH 7.3. It is a leukotriene anion, a dicarboxylic acid dianion and a carbohydrate acid derivative anion. It is a conjugate base of a 20-hydroxy-20-oxoleukotriene B4-20-(beta-D-glucuronide).